N-[1-(2H-1,3-benzodioxol-5-yl)propan-2-yl]ethylsulfanylformamide O1COC2=C1C=CC(=C2)CC(C)N(C=O)SCC